methyl N-[4-[6-[(4-chlorophenyl)-methyl-carbamoyl]-8-methoxy-imidazo[1,2-a]pyridin-3-yl]phenyl]carbamate ClC1=CC=C(C=C1)N(C(=O)C=1C=C(C=2N(C1)C(=CN2)C2=CC=C(C=C2)NC(OC)=O)OC)C